C(C1=CC(OC)=C(O)C(OC)=C1)C(C(=O)OC(CCCCC)(CC)CC)C(=O)[O-] diethylhexyl syringylmalonate